C1(=CC(=CC=C1)C(C(=O)N)C(O)(C(=O)N)CC(=O)N)C(C(=O)N)C(O)(C(=O)N)CC(=O)N m-phenylene-bis-citramide